1-bromobut-1-ene BrC=CCC